1-(1-pentyl)piperazine C(CCCC)N1CCNCC1